(2S)-2-(methoxymethyl)morpholine hydrochloride Cl.COC[C@@H]1CNCCO1